OC(C(=O)[O-])C(C)(C)O 2,3-dihydroxy-3-methyl-butanoate